CC(C=CC(C)=O)C 5-Methyl-3-hexen-2-one